C(C)(C)(C)OC(=O)N1C(=C(C2=CC(=C(C=C12)C)C=1CCN(CC1)C(=O)OC(C)(C)C)C)C1=CC(=C(C=C1)OC)OC 5-(1-(tert-Butoxycarbonyl)-1,2,3,6-tetrahydropyridin-4-yl)-2-(3,4-dimethoxyphenyl)-3,6-dimethyl-1H-indole-1-carboxylic acid tert-butyl ester